CC1(C[C@@H]2CNC[C@H]1N(C2)C2=CC=C(C=C2)N2CCS(CC2)(=O)=O)C 4-(4-((1R,5S)-9,9-dimethyl-3,6-diazabicyclo[3.2.2]nonan-6-yl)phenyl)thiomorpholin-1,1-dioxide